Dicyclohexyl-diisopropoxysilane C1(CCCCC1)[Si](OC(C)C)(OC(C)C)C1CCCCC1